3-(4-methoxyphenyl)but-3-en-2-one COC1=CC=C(C=C1)C(C(C)=O)=C